tert-butyl 4-(6-(8-fluoro-2-methylimidazo[1,2-a]pyridine-6-carboximidamido)-5-methoxypyridin-3-yl)piperazine-1-carboxylate FC=1C=2N(C=C(C1)C(NC1=C(C=C(C=N1)N1CCN(CC1)C(=O)OC(C)(C)C)OC)=N)C=C(N2)C